(S)-l-1-(4-fluorophenyl)-3-(2-methoxyethoxy)-8-(piperazin-1-yl)-10-(trifluoromethyl)-3,4-dihydro-2H,6H-[1,4]thiazepino[2,3,4-ij]quinazolin-6-one FC1=CC=C(C=C1)S1C[C@H](CN2C(N=C(C3=CC(=CC1=C23)C(F)(F)F)N2CCNCC2)=O)OCCOC